6-(5-(4-((1R,5S)-3-azabicyclo[3.1.0]hexan-1-yl)phenyl)-2-amino-6-fluoropyridin-3-yl)-3,4-dihydroisoquinolin-1(2H)-one [C@]12(CNC[C@H]2C1)C1=CC=C(C=C1)C=1C=C(C(=NC1F)N)C=1C=C2CCNC(C2=CC1)=O